2-(9H-carbazol-9-yl)-9-phenylacridine C1=CC=CC=2C3=CC=CC=C3N(C12)C1=CC2=C(C3=CC=CC=C3N=C2C=C1)C1=CC=CC=C1